2,7-dibromo-5,10-diphenyl-5,10-dihydro-phenazine BrC1=CC=2N(C3=CC=C(C=C3N(C2C=C1)C1=CC=CC=C1)Br)C1=CC=CC=C1